N[C@H](C(=O)O)CC(=O)N1CCN(CC1)C(C1=C(C=C(C=C1)NC(=O)C=1N(C(=CN1)C=1C(=NN(C1)C1=NC=C(C=C1)N)C(F)(F)F)C)Cl)=O (2S)-2-amino-4-[4-[4-[[5-[1-(5-amino-2-pyridyl)-3-(trifluoromethyl)pyrazol-4-yl]-1-methyl-imidazole-2-carbonyl]amino]-2-chloro-benzoyl]piperazino]-4-keto-butyric acid